COC=1C(=CC=2C(=C3C(=NC2C1)CCC3)NC3CCN(CC3)C3=C(C=CC=C3)F)OC N-{6,7-dimethoxy-1H,2H,3H-cyclopenta[b]quinolin-9-yl}-1-(2-fluorophenyl)piperidin-4-amine